N1=C(C=CC=C1)CN(CC1=NC=CC=C1)CCCCCCCCCCCCCCCCCC N,N-di(2-pyridylmethyl)octadecylamine